OC1=C(C(N(C=C1)C)=O)NC(N[C@@H](CC(=O)OCC)C1=CC(=CC=C1)C=1SC=CC1)=O ethyl (S)-3-(3-(4-hydroxy-1-methyl-2-oxo-1,2-dihydropyridin-3-yl)ureido)-3-(3-(thiophen-2-yl) phenyl)propanoate